Cl.CN(CCCOC1=C(C=CC(=C1)C(=O)NC1=CC(=C(C=C1)O)NS(=O)(=O)C)C1=CC=C(C=C1)C(F)(F)F)C 2-(3-(dimethylamino)propoxy)-N-(4-hydroxy-3-(methylsulfonylamino)phenyl)-4'-(trifluoromethyl)-[1,1'-biphenyl]-4-carboxamide hydrochloride